5-(Benzylmethoxy)-4,6'-dimethyl-[3,3'-bipyridine]-6-carboxylic acid C(C1=CC=CC=C1)COC=1C(=C(C=NC1C(=O)O)C=1C=NC(=CC1)C)C